C(CCCCCCC)C1=CC=C(C=C1)OS(=O)(=O)[O-] p-octylphenylsulfate